4-(6-(1-methyl-1H-pyrazole-4-carbonyl)pyridin-3-yl)piperazine-1-carboxylic acid tert-butyl ester C(C)(C)(C)OC(=O)N1CCN(CC1)C=1C=NC(=CC1)C(=O)C=1C=NN(C1)C